3-((2-fluoro-4-(5-(trifluoromethyl)-1,2,4-oxadiazol-3-yl)benzyl)amino)-4-((thiazol-4-ylmethyl)amino)cyclobut-3-ene-1,2-dione FC1=C(CNC=2C(C(C2NCC=2N=CSC2)=O)=O)C=CC(=C1)C1=NOC(=N1)C(F)(F)F